C(CCCCCCC\C=C/C\C=C/CCCCC)N(CCN1CCN(CC1)CCN(CCN(CCCCCCCCCCCC)CCCCCCCCCCCC)CCCCCCCCCCCC)CCCCCCCC\C=C/C\C=C/CCCCC N1-(2-(4-(2-(Di((9Z,12Z)-octadeca-9,12-dien-1-yl)amino)ethyl)piperazin-1-yl)ethyl)-N1,N2,N2-tridodecyl-ethane-1,2-diamine